4-Bromo-1,2-(methylenedioxy)-benzene BrC1=CC2=C(C=C1)OCO2